CC1=CC=C2N1C1=CC=CC=C1N=C2Cl methyl-4-chloropyrrolo[1,2-a]quinoxaline